(2'R)-2'-deoxy-2'-fluoro-2'-methyluridine triphosphate P(O)(=O)(OP(=O)(O)OP(=O)(O)O)OC[C@@H]1[C@H]([C@@]([C@@H](O1)N1C(=O)NC(=O)C=C1)(C)F)O